acrylooxyethyl hydrogen phthalate C(C=1C(C(=O)O)=CC=CC1)(=O)OCCOC(C=C)=O